FC(C(C)(C)O)(F)C=1C(=C(C=CC1)[C@@H](C)NC1=NN=C(C2=CC3=C(C=C12)N(C(C3(C)COC)=O)C)C)C 8-[[(1R)-1-[3-(1,1-difluoro-2-hydroxy-2-methyl-propyl)-2-methyl-phenyl]ethyl]amino]-3-(methoxymethyl)-1,3,5-trimethyl-pyrrolo[3,2-g]phthalazin-2-one